5-chloro-N2-[2-isopropoxy-4-(piperidin-4-yl)phenyl]-N4-(3-isopropylsulfonyl-1-methyl-1H-pyrazol-4-yl)pyrimidin-2,4-diamine ClC=1C(=NC(=NC1)NC1=C(C=C(C=C1)C1CCNCC1)OC(C)C)NC=1C(=NN(C1)C)S(=O)(=O)C(C)C